N-(2-(1H-indol-3-yl)ethyl)-2-(pyridin-3-yl)-5,6,7,8-tetrahydropyrido[4,3-d]pyrimidin-4-amine N1C=C(C2=CC=CC=C12)CCNC=1C2=C(N=C(N1)C=1C=NC=CC1)CCNC2